ClC=1C=C(C=CC1F)NC1=NC=NC2=CC(=C(C=C12)NCC1=C(C=NC=C1)N1C(NC(CC1)=O)=O)O[C@@H]1COCC1 (S)-1-(4-(((4-((3-chloro-4-fluorophenyl)amino)-7-((tetrahydrofuran-3-yl)oxy)quinazolin-6-yl)amino)methyl)pyridin-3-yl)dihydropyrimidine-2,4(1H,3H)-dione